FC1=CC=C(C=C1)[C@@H]1N(CCC2=CC=CC=C12)C(=O)[C@H]1C[C@H]2[C@@H](N(C(CN2)=O)C)CO1 (4aR,7R,8aS)-7-((S)-1-(4-fluorophenyl)-1,2,3,4-tetrahydroisoquinoline-2-carbonyl)-4-methylhexahydro-2H-pyrano[3,4-b]pyrazin-3(4H)-one